[Cl-].BrC1=C([Se][N+]=2C1=CC(=CC2)C(N)=O)C2(CCC(CC2)(F)F)O 3-bromo-5-carbamoyl-2-(4,4-difluoro-1-hydroxycyclohexyl)-[1,2]selenazolo[2,3-a]pyridin-8-ium chloride